[Cl-].CN1CN(C=C1)[Si](OC)(OC)OC 1-methyl-3-trimethoxysilylimidazole chloride salt